4-Phenyl-1-(1-phenylpentyl)piperidin-4-ol C1(=CC=CC=C1)C1(CCN(CC1)C(CCCC)C1=CC=CC=C1)O